6,8-dimercaptooctanamide SC(CCCCC(=O)N)CCS